C[C@H]1O[C@H](CNC1)C(C)O 1-((2R,6R)-6-methylmorpholin-2-yl)ethanol